Tungsten silicon oxide [Si]=O.[W]